FC1=C(C=CC(=C1)O)C=1CCSC2=C(C1C1=CC=C(C=C1)O[C@@H]1CN(CC1)CCCF)C=CC(=C2)O 4-(2-fluoro-4-hydroxy-phenyl)-5-[4-[(3S)-1-(3-fluoropropyl)pyrrolidin-3-yl]oxyphenyl]-2,3-dihydro-1-benzothiepin-8-ol